6-ethyl-N-((S)-1-(2-(4-fluorophenyl)-5-(thiophen-2-yl)-1H-imidazol-4-yl)-7-oxononyl)-6-azaspiro[2.5]octane-1-carboxamide C(C)N1CCC2(CC2C(=O)N[C@@H](CCCCCC(CC)=O)C=2N=C(NC2C=2SC=CC2)C2=CC=C(C=C2)F)CC1